(R)-2-(3-((6-(4-hydroxybenzo[b]thiophen-5-yl)-5-methyl-1,2,4-triazin-3-yl)amino)piperidin-1-yl)acetonitrile OC1=C(C=CC=2SC=CC21)C2=C(N=C(N=N2)N[C@H]2CN(CCC2)CC#N)C